tert-butyl 3-(7-bromo-2,6-dichloro-8-fluoro-quinazolin-4-yl)-3,8-diazabicyclo[3.2.1]octane-8-carboxylate BrC1=C(C=C2C(=NC(=NC2=C1F)Cl)N1CC2CCC(C1)N2C(=O)OC(C)(C)C)Cl